Methyl 2-([5-(3-methoxyphenyl)-1-(2-methylpropyl)-1H-pyrazol-3-yl]methoxy)-2-methylpropanoate COC=1C=C(C=CC1)C1=CC(=NN1CC(C)C)COC(C(=O)OC)(C)C